N-(6-(trifluoromethoxy)benzo[d]thiazol-2-yl)azetidine-2-carboxamide FC(OC1=CC2=C(N=C(S2)NC(=O)C2NCC2)C=C1)(F)F